8-isopropyl-6,9-dioxo-5-(4-(trifluoromethyl)benzyl)-2,5,8-triazaspiro[3.5]-nonane-2-carboxamide C(C)(C)N1CC(N(C2(CN(C2)C(=O)N)C1=O)CC1=CC=C(C=C1)C(F)(F)F)=O